Ethyl-2-Amino-2-butylhexanoate C(C)OC(C(CCCC)(CCCC)N)=O